Tert-butyl (S)-2-((4-((S)-2-(2-hydroxyphenyl)-5,6,6a,7,9,10-hexahydro-8H-pyrazino[1',2':4,5]pyrazino[2,3-c]pyridazin-8-yl)-[1,4'-bipiperidin]-1'-yl)methyl)morpholine-4-carboxylate OC1=C(C=CC=C1)C=1C=C2C(=NN1)NC[C@@H]1N2CCN(C1)C1CCN(CC1)C1CCN(CC1)C[C@H]1CN(CCO1)C(=O)OC(C)(C)C